7-amino-9-methyl-6,7-dihydro-5H-imidazo[1,2-a][1,3]diazepin-8(9H)-one NC1C(N(C=2N(CC1)C=CN2)C)=O